ClC1=CC=C(C(=O)C2=C(C=CC=C2)NC(CCC(=O)[O-])=O)C=C1 4-((2-(4-chlorobenzoyl)phenyl)amino)-4-oxobutanoate